2-(4-(4-bromobenzyl)piperazin-1-yl)ethanol BrC1=CC=C(CN2CCN(CC2)CCO)C=C1